NC1=NC2=C(C=CC=C2C(=N1)C(=O)NCC=1C=CC=C2C=CC=NC12)C(F)(F)F 2-amino-N-(8-quinolylmethyl)-8-(trifluoromethyl)quinazoline-4-carboxamide